O=C1NC(CCC1N1C(C2=CC=CC(=C2C1)OCCCCCCC(=O)N1CCN(CC1)C1CCN(CC1)C=1C(=CC2=C(C(C=3NC=4C=C(CCC4C3C2=O)C#N)(C)C)C1)CC)=O)=O 8-(4-(4-(7-((2-(2,6-dioxopiperidin-3-yl)-1-oxoisoindolin-4-yl)oxy)heptanoyl)piperazin-1-yl)piperidin-1-yl)-9-ethyl-6,6-dimethyl-11-oxo-6,1-dihydro-5H-benzo[b]carbazole-3-carbonitrile